ICCC=C 4-iodo-1-butene